dicarboxyl-porphyrin C(=O)(O)N1C=2C=CC1=CC=1C=CC(=CC3=CC=C(N3C(=O)O)C=C3C=CC(C2)=N3)N1